CC=1N(N=C2[C@H](CCCC12)C)CC(=O)N1[C@@H]([C@@H](CC1)OCC(=O)N)C1=C(C(=CC=C1)OC)C 2-[(2R,3R)-1-[2-[(7S)-3,7-Dimethyl-4,5,6,7-tetrahydroindazol-2-yl]acetyl]-2-(3-methoxy-2-methyl-phenyl)pyrrolidine-3-yl]oxyacetamide